C(C)N(S(=O)(=O)C=1SC(=CC1)N1CCOCC1)[C@@H](C(F)(F)F)C1=CC=C(C=C1)F (R)-N-ethyl-5-morpholino-N-(2,2,2-trifluoro-1-(4-fluorophenyl)ethyl)thiophene-2-sulfonamide